disodium dihydrate O.O.[Na].[Na]